ClC1=C(C=C(CNC(C(C)C)=O)C=C1)C=1NC(C=C(N1)C=1C=NC(=CC1)OCCCOC)=O N-(4-chloro-3-{4-[6-(3-methoxypropoxy)pyridin-3-yl]-6-oxo-1,6-dihydropyrimidin-2-yl}benzyl)isobutyramide